5-(9-(4-[(2,5-dimethoxy-4-(2-methyl-1-oxo-1,2-dihydro-2,7-naphthyridin-4-yl)phenyl)methyl]piperazin-1-yl)-3-azaspiro[5.5]undecan-3-yl)-N-(2,6-dioxopiperidin-3-yl)pyridine-2-carboxamide COC1=C(C=C(C(=C1)C1=CN(C(C2=CN=CC=C12)=O)C)OC)CN1CCN(CC1)C1CCC2(CCN(CC2)C=2C=CC(=NC2)C(=O)NC2C(NC(CC2)=O)=O)CC1